N-(3-nitrophenyl)-5-(3,4,5-trimethoxyphenyl)-[1,2,4]triazolo[1,5-c]pyrimidin-2-amine [N+](=O)([O-])C=1C=C(C=CC1)NC1=NN2C(=NC=CC2=N1)C1=CC(=C(C(=C1)OC)OC)OC